(S)-4-((3-(3-chloro-4-(2-chloro-3-(6-methoxy-5-((methylamino)methyl)pyridin-2-yl)phenyl)pyridin-2-yl)-5-methoxybenzyl)amino)-3-hydroxybutanoic acid ClC=1C(=NC=CC1C1=C(C(=CC=C1)C1=NC(=C(C=C1)CNC)OC)Cl)C=1C=C(CNC[C@H](CC(=O)O)O)C=C(C1)OC